(S)-2-(3-ethoxy-3-oxopropanoyl)pyrrolidine-1-carboxylic acid tert-butyl ester C(C)(C)(C)OC(=O)N1[C@@H](CCC1)C(CC(=O)OCC)=O